NC1=C(C2=C(S1)CCC21CN(C1)C1=NC(=NC(=C1F)N1C[C@](CCC1)(C)O)S(=O)C)C#N 2-amino-1'-[5-fluoro-2-methylsulfinyl-6-[(3R)-3-hydroxy-3-methyl-1-piperidyl]pyrimidin-4-yl]spiro[5,6-dihydrocyclopenta[b]thiophene-4,3'-azetidine]-3-carbonitrile